(3S)-3-[[8-carbamoyl-6-(4-[6-oxa-3-azabicyclo[3.1.1]hept-3-ylmethyl]phenyl)pyrido[3,2-d]pyrimidin-4-yl]amino]piperidine-1-carboxylic acid tert-butyl ester C(C)(C)(C)OC(=O)N1C[C@H](CCC1)NC=1C2=C(N=CN1)C(=CC(=N2)C2=CC=C(C=C2)CN2CC1OC(C2)C1)C(N)=O